FC(CC=1C=CC=2N=CN=C(C2N1)N1CC2(C1)CCN(CC2)C(=O)OCCCC)(F)F Butyl 2-(6-(2,2,2-trifluoroethyl)pyrido[3,2-d]pyrimidin-4-yl)-2,7-diazaspiro[3.5]nonane-7-carboxylate